ClC=1C=C(C=C(C1OC=1N=NC(=C(C1)C(C)C)Cl)Cl)O 3,5-dichloro-4-((6-chloro-5-isopropylpyridazin-3-yl)oxy)phenol